C1=CC=CC=2C3=CC=CC=C3C(C12)COC(=O)NN([C@H](C(=O)NC1([C@H](C(=O)[O-])C=CC=C1)I)C)C(CC(C)C)=O (S)-2-((S)-2-(((((9H-fluoren-9-yl) methoxy) carbonyl) amino)-3-methylbutanoylamino) propanamido)-2-iodobenzoate